1-(piperidin-4-yl)quinolin-2(1H)-one N1CCC(CC1)N1C(C=CC2=CC=CC=C12)=O